1-azaspiro[3.4]octane N1CCC12CCCC2